ClC=1C=C(C(=O)OC[C@]2(O[C@]([C@@H]3OC(O[C@@H]32)(C)C)(N3C(NC(C=C3)=O)=O)C#N)F)C=CC1 ((3aS,4S,6R,6aR)-6-Cyano-6-(2,4-dioxo-3,4-dihydropyrimidin-1(2H)-yl)-4-fluoro-2,2-dimethyltetrahydrofuro[3,4-d][1,3]dioxol-4-yl)methyl 3-chlorobenzoate